ClC1=C(C(=O)N2CCN(CC2)C(C[N+](C)(C)C)=O)C=CC(=C1)NC(=O)C=1N(C(=CN1)C1=C(C(=C(C=C1)OCC#N)F)F)C [2-[4-[2-chloro-4-[[5-[4-(cyanomethoxy)-2,3-difluoro-phenyl]-1-methyl-imidazole-2-carbonyl]amino]benzoyl]piperazin-1-yl]-2-oxo-ethyl]-trimethyl-ammonium